C(#N)C1=NC2=CC(=CC(=C2N=C1N1CC(N(CC1)C1=CC=C(C=C1)C#N)C)[C@@H](C)NC1=C(C(=O)O)C=CC=C1)C 2-(((1R)-1-(2-cyano-3-(4-(4-cyanophenyl)-3-methylpiperazin-1-yl)-7-methylquinoxalin-5-yl)ethyl)amino)benzoic acid